3-methylbenzoylphenylphosphine oxide CC=1C=C(C(=O)P(C2=CC=CC=C2)=O)C=CC1